2-[1H-Benzimidazol-2-yl-(5-fluoro-2-hydroxy-phenyl)methyl]-6-[3-fluoro-4-(1-methyl-4-piperidyl)phenyl]isoindolin-1-one N1C(=NC2=C1C=CC=C2)C(N2C(C1=CC(=CC=C1C2)C2=CC(=C(C=C2)C2CCN(CC2)C)F)=O)C2=C(C=CC(=C2)F)O